tert-butyl 3-chloro-4-(3-(6-chloro-2H-chromene-3-carbonyl)-1-(2-hydroxyethyl)-1H-pyrrolo[3,2-c]pyridin-6-yl)-1H-pyrazole-1-carboxylate ClC1=NN(C=C1C1=CC2=C(C=N1)C(=CN2CCO)C(=O)C=2COC1=CC=C(C=C1C2)Cl)C(=O)OC(C)(C)C